C(C)[C@@H]1C(CN2C(CCC12)=O)=O ethyl-(S)-2,5-dioxotetrahydro-1H-pyrrolizine